C1(CC(CCC1C#N)C#N)C#N 1,3,6-cyclohexanetrinitrile